C(C)(=O)C1=CC=CC=2C(C3=CC=CC(=C3C(C12)=O)C(C)=O)=O 4,5-diacetylanthraquinone